BrC1=C(C=C(C=C1)S(=O)(=O)N1CCC(CC1)N1N=CC(=C(C1=O)Cl)NC[C@H]1COCCC1)C (2S)-2-[1-(4-bromo-3-methyl-phenyl)sulfonyl-4-piperidyl]-4-chloro-5-[[(3S)-tetrahydropyran-3-yl]methylamino]pyridazin-3-one